ClC1=CC2=C(C=N1)C(N=C2N[C@H](C)C2=CC(=CC(=C2)C(F)(F)F)[N+](=O)[O-])=O (R)-6-chloro-1-((1-(3-nitro-5-(trifluoromethyl)phenyl)ethyl)amino)-3H-pyrrolo[3,4-c]pyridin-3-one